(S)-2-(4-(6-((6-cyanopyridin-3-yl)methoxy)-3-fluoropyridin-2-yl)-2,5-difluorobenzyl)-4-fluoro-1-(oxetan-2-ylmethyl)-1H-benzo[d]imidazole-6-carboxylic acid C(#N)C1=CC=C(C=N1)COC1=CC=C(C(=N1)C1=CC(=C(CC2=NC3=C(N2C[C@H]2OCC2)C=C(C=C3F)C(=O)O)C=C1F)F)F